ClC1=C(C=C(C=C1)C=1C(CN(CC1)C(=O)OC(C)(C)C)(F)F)C tert-butyl 4-(4-chloro-3-methylphenyl)-3,3-difluoro-3,6-dihydropyridine-1(2H)-carboxylate